2,4-diisopropyl-7-oxopyrazolo[1,5-d][1,2,4]triazin-6(7H)-acetate C(C)(C)C1=NN2C(N(N=C(C2=C1)C(C)C)CC(=O)[O-])=O